BrC=1N=C2N(C1)CC[C@@H]2O (S)-2-bromo-6,7-dihydro-5H-pyrrolo[1,2-a]imidazol-7-ol